C(CCC)OC=1N=C(SC1)C1=CC(=C(C(=C1)F)N1CCC(CC1)CC(=O)O)F {1-[4-(4-butoxy-thiazol-2-yl)-2,6-difluoro-phenyl]-piperidin-4-yl}acetic acid